N-isopropyl-methylsulfonamide C(C)(C)NS(=O)(=O)C